4,6-Dichloro-2-(trifluoromethyl)nicotinonitrile ClC1=CC(=NC(=C1C#N)C(F)(F)F)Cl